OC1(CCN(CC12CCCC2)C(=O)C2(CCCC2)C)CN2C=C(C(=CC2=O)C2=CC=CC=C2)C(=O)N(C)C 1-((10-hydroxy-7-(1-methylcyclopentane-1-carbonyl)-7-azaspiro[4.5]decan-10-yl)methyl)-N,N-dimethyl-6-oxo-4-phenyl-1,6-dihydropyridine-3-carboxamide